C(CCC)NO N-Butylhydroxylamin